BrC=1C=CC(=C(C(=O)NC=2SC=C(C2C(=O)O)C2=CC=C(C=C2)Cl)C1)Cl 2-(5-bromo-2-chlorobenzoylamino)-4-(4-chlorophenyl)thiophene-3-carboxylic acid